(4-{[5-cyclopropyl-7-(dimethylamino)-[1,2,4]triazolo[1,5-a]pyrimidin-6-yl]methyl}phenyl)(imino)methyl-λ6-sulfanone C1(CC1)C1=NC=2N(C(=C1CC1=CC=C(C=C1)[SH2](=O)C=N)N(C)C)N=CN2